ClC1=C(C=CC=C1I)N1C(=NC=C1)C=O (2-chloro-3-iodophenyl)-1H-imidazole-2-carbaldehyde